NC1=CC(=CC(=N1)NC1CCC(CC1)O)CN1CCOCC1 4-((6-amino-4-(morpholinomethyl)pyridin-2-yl)amino)cyclohexan-1-ol